C(C)(C)(C)C1=CC(=NC=C1)C=1NC2=CC=C(C=C2C1)C1C(C1)C(=O)O 2-(2-(4-(tert-butyl)pyridin-2-yl)-1H-indol-5-yl)cyclopropane-1-carboxylic acid